[N+](=O)([O-])C=1C=C2C(N(C(C2=CC1)=O)[C@@H]1CC([C@H]2C=C3C(=CN12)C(NC3=O)=O)(C(=O)OC)C(=O)OC)=O Dimethyl (6R,8aR)-6-(5-nitro-1,3-dioxoisoindolin-2-yl)-1,3-dioxo-1,2,3,6,7,8a-hexahydro-8H-pyrrolo[3,4-f]indolizine-8,8-dicarboxylate